5-(cyclohexylamino)pyrazolo[1,5-a]pyrimidine-3-carboxamide C1(CCCCC1)NC1=NC=2N(C=C1)N=CC2C(=O)N